COC1=C(C=C(C=C1)C2=C(C(=O)C3=C(C=C(C=C3O2)OC)O)OC)OC The molecule is a monohydroxyflavone that is 5-hydroxyflavone which is substituted by methoxy groups at positions 3,3',4' and 7. It has a role as a plant metabolite. It is a tetramethoxyflavone, a member of 3'-methoxyflavones and a monohydroxyflavone. It is a conjugate acid of a 5-hydroxy-3,3',4',7-tetramethoxyflavone(1-).